(S)-2-amino-9-chloro-3-((4-methyl-2-(3-methylpiperazin-1-yl)pyrimidin-5-yl)oxy)-10H-chromeno[3,2-b]pyridin-10-one hydrochloride Cl.NC1=C(C=C2C(=N1)C(C=1C(=CC=CC1O2)Cl)=O)OC=2C(=NC(=NC2)N2C[C@@H](NCC2)C)C